C[C@H]1NCC2=C(C=3C=4C=CC(=NC4C=CC3S2)C2=CC(=NC=C2)C(=C)CN2CCCC2)NC1 (R)-10-methyl-3-(2-(3-(pyrrolidin-1-yl)prop-1-en-2-yl)pyridin-4-yl)-9,10,11,12-tetrahydro-8H-[1,4]diazepino[5',6':4,5]thieno[3,2-f]quinolin